1-Ethyl-3-iodo-pyrazole C(C)N1N=C(C=C1)I